FC(C=1C(=C(C=CC1)[C@@H](C)NC=1C2=C(N=C(N1)C)N=C(C(=C2)C2CCN(CC2)C(C)C)OC2COC2)F)F (R)-N-(1-(3-(difluoromethyl)-2-fluorophenyl)ethyl)-6-(1-isopropylpiperidin-4-yl)-2-methyl-7-(oxetan-3-yloxy)pyrido[2,3-d]pyrimidin-4-amine